FC(C(=O)O)(F)F.ClC1=C(C(=O)N(C)C)C=CC(=C1)C1=NC=CC(=C1)C=1CCNCC1 2-chloro-N,N-dimethyl-4-(4-(1,2,3,6-tetrahydropyridin-4-yl)pyridin-2-yl)benzamide 2,2,2-trifluoroacetate